N,N'-bis(aminopropyl)-N,N'-dimethyl-1,3-propanediamine NCCCN(CCCN(C)CCCN)C